trans-(P)-N-(isoxazol-3-yl)-1-(2-methoxy-5-methyl-4-(3-(trifluoromethyl)cyclobutyl)phenyl)-2-oxo-1,2-dihydroquinoline-6-sulphonamide O1N=C(C=C1)NS(=O)(=O)C=1C=C2C=CC(N(C2=CC1)C1=C(C=C(C(=C1)C)[C@@H]1C[C@H](C1)C(F)(F)F)OC)=O